C1N(CC12CCNCC2)C2=CC=C1CN(C(C1=C2)=O)C2C(NC(CC2)=O)=O 3-(6-[2,7-diazaspiro[3.5]nonan-2-yl]-1-oxo-3H-isoindol-2-yl)piperidine-2,6-dione